2-fluoro-3-(4-methylpiperazin-1-yl)phenol FC1=C(C=CC=C1N1CCN(CC1)C)O